C(C)(C)(C)OC(=O)N[C@@H](C(=O)OC(C)(C)C)CCC=O (R)-tert-butyl 2-((tert-butoxycarbonyl) amino)-5-oxopentanoate